4-methyl-N-((4-(3-(4-methylpiperazin-1-yl)phenyl)pyridin-2-yl)methyl)-3-(methylsulfonyl)benzamide CC1=C(C=C(C(=O)NCC2=NC=CC(=C2)C2=CC(=CC=C2)N2CCN(CC2)C)C=C1)S(=O)(=O)C